OCCC(=O)C1=CC(=C(C(=C1)OC)O)OC 3-hydroxy-1-(4-hydroxy-3,5-dimethoxyphenyl)propan-1-one